t-butyl (4-(benzyloxy)-3-((1-(4-methoxyphenyl)-1-oxopropan-2-yl)oxy)benzyl)carbamate C(C1=CC=CC=C1)OC1=C(C=C(CNC(OC(C)(C)C)=O)C=C1)OC(C(=O)C1=CC=C(C=C1)OC)C